6-(butylamino)hexane-1,2,3,4,5-pentaol C(CCC)NCC(C(C(C(CO)O)O)O)O